FC(O[C@@H]1CN(CC1)C=1C=NN(C1)C12CC(C1)(C2)N)(F)F 3-{4-[(3S)-3-(trifluoromethoxy)pyrrolidin-1-yl]-1H-pyrazol-1-yl}bicyclo[1.1.1]pentan-1-amine